3-((4-(2-(2,6-dioxopiperidin-3-yl)-1-oxoisoindolin-5-yl)piperidin-1-yl)methyl)-1,2,4-oxadiazole-5-carboxamide O=C1NC(CCC1N1C(C2=CC=C(C=C2C1)C1CCN(CC1)CC1=NOC(=N1)C(=O)N)=O)=O